5-(trifluoromethyl)pyrazol-4-amine FC(C1=C(C=NN1)N)(F)F